N-(1H-indol-5-yl)-2-(methoxymethyl)-6-({[2-(trifluoromethyl)phenyl]carbonyl}amino)-1H-benzimidazole-4-carboxamide N1C=CC2=CC(=CC=C12)NC(=O)C1=CC(=CC=2NC(=NC21)COC)NC(=O)C2=C(C=CC=C2)C(F)(F)F